C(C)NC1=CC=C(C=C1)O p-ethylaminophenol